FC1=C(C(=O)NCC23CCC(CC2)(CC3)C3=CN=C(O3)C3=NC(=NC=C3)N3CCN(CC3)C(=O)OC(C)(C)C)C=C(C(=C1F)OCC1=CC=C(C=C1)OC)F tert-butyl 4-(4-{5-[4-({2,3,5-trifluoro-4-[(4-methoxyphenyl)methoxy]benzamido}methyl)bicyclo[2.2.2]octan-1-yl]-1,3-oxazol-2-yl}pyrimidin-2-yl)piperazine-1-carboxylate